(4-amino-1,3-dihydrofuro[3,4-c][1,7]naphthyridin-8-yl)-[(3S,5R)-3-isobutyl-5-[4-(trifluoromethyl)phenyl]morpholin-4-yl]methanone NC1=NC=2C=NC(=CC2C2=C1COC2)C(=O)N2[C@H](COC[C@H]2C2=CC=C(C=C2)C(F)(F)F)CC(C)C